[Mo](=S)=S.[S] sulfur molybdenum disulfide